OOBOO Dihydroxyboronic acid